5-((6-((tert-butoxycarbonyl)amino)hexyl)amino)pentanoic acid C(C)(C)(C)OC(=O)NCCCCCCNCCCCC(=O)O